monocyanoethyl-cyclohexylamine C(#N)CCNC1CCCCC1